2-((4-(6-(((R)-6-cyano-1,2,3,4-tetrahydronaphthalen-1-yl)oxy)pyridin-2-yl)piperidin-1-yl)methyl)-1-(((S)-oxetan-2-yl)methyl)-1H-benzo[d]imidazole-6-carboxylic acid C(#N)C=1C=C2CCC[C@H](C2=CC1)OC1=CC=CC(=N1)C1CCN(CC1)CC1=NC2=C(N1C[C@H]1OCC1)C=C(C=C2)C(=O)O